C(#N)C1(CC1)NCC(CC(C=O)C1=C(C=CC=2OC3=C(C21)C=CC(=C3)N3C(COCC3)=O)C(=O)N)C 1-(((1-cyanocyclopropyl)amino)-4-methyl-1-oxopentan-2-yl)-7-(3-oxomorpholino)dibenzo[b,d]furan-2-carboxamide